C(C)(=O)OC=CCCCCCCCCCCCC n-tetradecenol acetate